tert-butyl 4-(2-amino-5-methylthiazol-4-yl)piperidine-1-carboxylate NC=1SC(=C(N1)C1CCN(CC1)C(=O)OC(C)(C)C)C